C(C)(C)N1C=CC=2C1=NC=CC2 1-isopropyl-1H-pyrrolo[2,3-b]pyridine